N1(C(CC=2C1=NC=CC2)C(=O)OCC)C(=O)OC(C)(C)C 1-tert-butyl 2-ethyl 2,3-dihydro-1H-pyrrolo[2,3-b]pyridine-1,2-dicarboxylate